3-hydroxyhex-4-enoic acid OC(CC(=O)O)C=CC